(S)-(-)-2-hydroxy-3,3-dimethylbutanoic acid O[C@H](C(=O)O)C(C)(C)C